(R)-2-(2-((2-fluoroethoxy)methyl)-4-(5-((2-(1-methyl-1H-pyrazol-4-yl)pyrimidin-5-yl)ethynyl)pyrimidin-2-yl)piperazin-1-yl)-1,3,5-triazine FCCOC[C@@H]1N(CCN(C1)C1=NC=C(C=N1)C#CC=1C=NC(=NC1)C=1C=NN(C1)C)C1=NC=NC=N1